CN(C)CN(C=O)C N-((dimethylamino)methyl)-N-methylformamide